C[C@H]1CN(CCN1C1=CC=C(C=C1)O[C@H]1OCCCC1)C(=O)OC(C)(C)C |&1:14| tert-butyl (S)-3-methyl-4-(4-(((RS)-tetrahydro-2H-pyran-2-yl)oxy)phenyl)piperazine-1-carboxylate